4-((3-(2,3-difluoro-4-methoxyphenyl)imidazo[1,2-a]pyrazin-8-yl)amino)-2-ethyl-N-((1-(pyrrolidin-3-ylmethyl)piperidin-4-yl)methyl)benzamide FC1=C(C=CC(=C1F)OC)C1=CN=C2N1C=CN=C2NC2=CC(=C(C(=O)NCC1CCN(CC1)CC1CNCC1)C=C2)CC